4-Heneicosenoic acid C(CCC=CCCCCCCCCCCCCCCCC)(=O)O